ethyl 3-(1-methylsulfonylcyclopropyl)-1,2,4-thiadiazole-5-carboxylate CS(=O)(=O)C1(CC1)C1=NSC(=N1)C(=O)OCC